4,4'-((3,4-dimethoxyphenyl)methylene)-bis(2,6-dimethoxyphenol) COC=1C=C(C=CC1OC)C(C1=CC(=C(C(=C1)OC)O)OC)C1=CC(=C(C(=C1)OC)O)OC